methyl octadecanate C(CCCCCCCCCCCCCCCCC)(=O)OC